CC(=C(C(=O)O)NC(=O)OC(C)(C)C)C1CCC2=C1N=CS2.C(CCCC=CCC=CCC=CCC=CCCCCC)(=O)N[C@@H](CCC(N)=O)C(=O)O N-(5,8,11,14-eicosatetraenoyl)glutamine methyl-2-(tert-butoxycarbonylamino)-3-(5,6-dihydro-4H-cyclopenta[d]thiazol-4-yl)prop-2-enoate